1-(toluene-4-sulfonyl)piperazine CC1=CC=C(C=C1)S(=O)(=O)N1CCNCC1